ClC=1C(=NC2=CC(=C(N=C2C1Cl)N1CCC(CC1)P(=O)(C)C)F)C 3,4-dichloro-6-[4-(dimethylphosphoryl)piperidin-1-yl]-7-fluoro-2-methyl-1,5-naphthyridine